C(CC=C)OC1=C(C=C(C=C1OC)[C@H]1C2=CC3=C(OCO3)C=C2CC2=C1C(OC2)=O)OC (5S)-5-(4-but-3-enyloxy-3,5-dimethoxy-phenyl)-5,9-dihydro-8H-furo[3',4':6,7]naphtho[2,3-d][1,3]dioxol-6-one